FC=1C(=C(C=C(C1)C)B(O)O)OC (3-fluoro-2-methoxy-5-methylphenyl)boronic acid